t-butyl (5-fluoro-2-methoxy-3-(pyrazin-2-yl)phenyl)carbamate FC=1C=C(C(=C(C1)NC(OC(C)(C)C)=O)OC)C1=NC=CN=C1